(R)-1-(1H-imidazol-5-yl)propan-2-amine HCl salt Cl.N1C=NC=C1C[C@@H](C)N